6-morpholinopyrazolo[1,5-a]pyridin-2-yl triflate O(S(=O)(=O)C(F)(F)F)C1=NN2C(C=CC(=C2)N2CCOCC2)=C1